ClC=1C=CC(=NC1)CCN 2-(5-chloropyridin-2-yl)ethylamine